BrC1=C2C(=[N+](C=C1)[O-])NC(=C2)C 4-bromo-2-methyl-1H-pyrrolo[2,3-b]pyridine 7-oxide